2-Phenyl-1H-inden C1(=CC=CC=C1)C=1CC2=CC=CC=C2C1